2,6-dimethoxyfluorobenzene COC1=C(C(=CC=C1)OC)F